BrCC=1N=C2N(C=CC(=C2)C2=C(C=CC(=C2Cl)Cl)O)C1 2-(2-(Bromomethyl)imidazo[1,2-a]pyridin-7-yl)-3,4-dichlorophenol